OC(C1[C@H]2CN(C[C@@H]12)C(=O)OC(C)(C)C)C=1SC=C(C1)C tert-butyl (1R,5S,6r)-6-[hydroxy(4-methyl-2-thienyl)methyl]-3-azabicyclo[3.1.0]hexane-3-carboxylate